3-methyl-1,5-diphenyl-4,5-dihydro-1H-pyrazole CC1=NN(C(C1)C1=CC=CC=C1)C1=CC=CC=C1